1-Bromo-3,5-difluoro-benzene BrC1=CC(=CC(=C1)F)F